1-((3aR,4R,7S,7aR)-2,2-dimethyl-7-((4-(trifluoromethyl)pyrimidin-2-yl)amino)tetrahydro-4H-[1,3]dioxolo[4,5-c]pyran-4-yl)-15-oxo-diazadotriacontan-32-oate CC1(O[C@H]2[C@H]([C@@H](OC[C@@H]2NC2=NC=CC(=N2)C(F)(F)F)NNCCCCCCCCCCCCC(CCCCCCCCCCCCCCCCC(=O)[O-])=O)O1)C